NC1=C(C=C(C=N1)C=1C=C2N(N1)CC[C@]21CN(CC1)C(=O)NC1(CCC1)C1=CC=CC=C1)C#N |r| (rac)-2'-(6-amino-5-cyanopyridin-3-yl)-N-(1-phenylcyclobutyl)-5',6'-dihydrospiro[pyrrolidine-3,4'-pyrrolo[1,2-b]pyrazole]-1-carboxamide